C(C)OC[C@]1(CN(CC1)C(C)(C)C=1C=NC(=CC1)C)CCC1=CC2=C(N=CN2C)S1 |o1:4| (R or S)-5-(2-(3-(ethoxy-methyl)-1-(2-(6-methylpyridin-3-yl)propan-2-yl)pyrrolidin-3-yl)ethyl)-1-methyl-1H-thieno[2,3-d]imidazole